C(C)(C)(C)OC(=O)N1C[C@@H]([C@H](C1)C1=CC=CC=C1)C(NC1=CC=C(C=C1)C=1C=NC=CC1)=O (3R,4S)-4-phenyl-3-{[4-(pyridin-3-yl)phenyl]carbamoyl}pyrrolidine-1-carboxylic acid tert-butyl ester